tert-butyl (1-(2-methoxyacetyl)piperidin-4-yl)carbamate COCC(=O)N1CCC(CC1)NC(OC(C)(C)C)=O